O1C=CC2=C1C=CC(=C2)C2=C1C(=CN=C2)N(C=C1)C(=O)C1=CC=C(C=C1)F [4-(benzofuran-5-yl)-1H-pyrrolo[2,3-c]pyridin-1-yl](4-fluorophenyl)methanone